C1(=CC=CC=C1)NC1=CC=C(C=C1)N(C1=CC=CC=C1)C1=CC=CC=C1 N,N',N'-triphenyl-1,4-phenylenediamine